OC1C2CN(C(C1)CC2)C=2N=C1N(C(C2C)=O)C=C(C=C1[C@@H](C)NC1=C(C(=O)O)C=CC=C1)C 2-(((1R)-1-(2-(5-hydroxy-2-azabicyclo[2.2.2]octan-2-yl)-3,7-dimethyl-4-oxo-4H-pyrido[1,2-a]pyrimidin-9-yl)ethyl)amino)benzoic acid